BrC=1C(=NC(=NC1)C)N[C@H]1C[C@H](CCC1)OC1OCCCC1 5-bromo-2-methyl-N-[(1R,3S)-3-tetrahydropyran-2-yloxycyclohexyl]pyrimidin-4-amine